N-(4-acetyl-5-fluoro-6-((4-methoxybenzyl)amino)pyridin-3-yl)-6-(trifluoromethyl)picolinamide C(C)(=O)C1=C(C=NC(=C1F)NCC1=CC=C(C=C1)OC)NC(C1=NC(=CC=C1)C(F)(F)F)=O